C(C#CCCS(=O)(=O)[O-])CS(=O)(=O)[O-] 2-butyn-1,4-diyl-dimethanesulfonate